(p-Cymene) ruthenium [Ru].C1(=CC=C(C=C1)C)C(C)C